(S)-5-chloro-10-(3,3-difluoropropyl)-4-fluoro-9-methyl-2-(methylthio)-9,10-dihydro-8H-7-oxa-1,3,6,10-tetraazacyclohepta[de]naphthalene ClC1=C(C=2N=C(N=C3C2C(=N1)OC[C@@H](N3CCC(F)F)C)SC)F